ClC1=C(C=C(OCC(=O)NC23CC(C(CC2)(CC3)NC(OC3=CC=C(C=C3)Cl)=O)O)C=C1)F 4-chlorophenyl {4-[2-(4-chloro-3-fluorophenoxy)acetamido]-2-hydroxybicyclo[2.2.2]octan-1-yl}carbamate